NC=1N=NC(=CC1N1C[C@@H](OCC1)C1=C(C=C(C(=O)N2CCC(CC2)(F)CN2CCC(CC2)N2C=C(C3=CC(=CC=C23)N2CNCC=C2)C)C=C1)C)C1=C(C=CC=C1)O (s)-1-(1-(1-((1-(4-(4-(3-Amino-6-(2-hydroxyphenyl)pyridazin-4-yl)morpholin-2-yl)-3-methylbenzoyl)-4-fluoropiperidin-4-yl)methyl)piperidin-4-yl)-3-methyl-1H-indol-5-yl)dihydropyrimidine